FC1=C(C(=O)NCCCC[C@@H](C=2NC(=CN2)C2=CC3=CC=CC=C3C=C2)NC(=O)C2=CN=CS2)C(=CC=C1)OC (S)-N-(5-(2-fluoro-6-methoxybenzamido)-1-(5-(naphthalen-2-yl)-1H-imidazol-2-yl)pentyl)thiazole-5-carboxamide